F[P-](F)(F)(F)(F)F.N1(N=NC2=C1N=CC=C2)OC(=[N+](C)C)N(C)C 2-(7-aza-1H-benzotriazole-1-yl)-1,1,3,3-Tetramethyluronium hexafluorophosphate